(S)-N-(2-methyl-5-(2-(2-methylpyrrolidin-1-yl)acetamido)pyridin-3-yl)-2-(pyridin-2-yl)-1H-pyrrolo[2,3-b]pyridine-5-carboxamide CC1=NC=C(C=C1NC(=O)C=1C=C2C(=NC1)NC(=C2)C2=NC=CC=C2)NC(CN2[C@H](CCC2)C)=O